5-((2-(4-(Benzyloxy)phenyl)pyridin-4-yl)methylene)thiazolidine-2,4-dione C(C1=CC=CC=C1)OC1=CC=C(C=C1)C1=NC=CC(=C1)C=C1C(NC(S1)=O)=O